tert-butyl 3-(2-oxa-7-azaspiro[4.4]non-7-yl)-1-oxa-8-azaspiro[4.5]decane-8-carboxylate C1OCCC12CN(CC2)C2COC1(C2)CCN(CC1)C(=O)OC(C)(C)C